C1=CC=CC=2C3=CC=CC=C3C(C12)COC(NCC1=C(C(=CC=C1C(F)(F)F)Cl)SC1=C(C=CC=C1)C=O)=O N-[[3-chloro-2-(2-formylphenyl)sulfanyl-6-(trifluoromethyl)-phenyl]methyl]carbamic acid 9H-fluoren-9-ylmethyl ester